1-((4-methoxyphenyl)sulfonyl)pyrrolidine-2-carboxamide COC1=CC=C(C=C1)S(=O)(=O)N1C(CCC1)C(=O)N